OC=1C=C(C=CC1OC)/C=C/C(=O)C1=CC=C(C=C1)C (E)-3-(3-Hydroxy-4-methoxyphenyl)-1-(4-methylphenyl)prop-2-en-1-one